N1CC(C1)NC(C1=CC(=C(C=C1)O)O)=O N-(azetidin-3-yl)-3,4-dihydroxybenzamide